C(CCC)OCC1CO1 2-(butoxymethyl) ethylene oxide